2,6-dibromophenoxide BrC1=C([O-])C(=CC=C1)Br